COC=1C=C(C=CC1OC)C1=CC=NC=2N1N=C(C2)C(=O)N2C[C@@H](N[C@H](C2)C)C (7-(3,4-dimethoxyphenyl)pyrazolo[1,5-a]pyrimidin-2-yl)((3S,5S)-3,5-dimethylpiperazin-1-yl)methanone